NCCC1=CC=C(C=N1)C1=C(C=C(C#N)C=C1)OC=1N=NC=C(C1)Cl 4-[6-(2-aminoethyl)pyridin-3-yl]-3-(5-chloropyridazin-3-yl)oxybenzonitrile